4'-acetylenyl-cytidine tert-butyl-3-[4-fluoro-5-methyl-1-[4-(trifluoromethoxy)phenyl]pyrazol-3-yl]-3,8-diazabicyclo[3.2.1]octane-8-carboxylate C(C)(C)(C)C12CN(CC(CC1)N2C(=O)OC[C@@]2([C@H]([C@H]([C@@H](O2)N2C(=O)N=C(N)C=C2)O)O)C#C)C2=NN(C(=C2F)C)C2=CC=C(C=C2)OC(F)(F)F